ClC1=CC(=C(C=C1)C1=C(N=C(N=N1)N[C@H]1CN(CCC1)C)C)OC (R)-6-(4-chloro-2-methoxyphenyl)-5-methyl-N-(1-methylpiperidin-3-yl)-1,2,4-triazin-3-amine